N-((2-chloro-6-(3-nitrophenyl)pyridin-4-yl)methyl)-3,3-dimethylbutan-2-amine ClC1=NC(=CC(=C1)CNC(C)C(C)(C)C)C1=CC(=CC=C1)[N+](=O)[O-]